(1S,4aS,4bS,6aR,8R,10aS,10bS,12aS)-10a-ethyl-8-hydroxy-8,12a-dimethyl-N-phenyloctadecahydrochrysene-1-carboxamide C(C)[C@]12CC[C@@](C[C@H]1CC[C@H]1[C@@H]3CCC[C@@H]([C@]3(CC[C@H]21)C)C(=O)NC2=CC=CC=C2)(C)O